4-chloro-1-((difluoromethyl)sulfonyl)indoline-6-carboxylic acid ClC1=C2CCN(C2=CC(=C1)C(=O)O)S(=O)(=O)C(F)F